1-(4-(3-(4-phenoxyphenyl)-1H-pyrazolo[3,4-d]pyrimidin-1-yl)piperidin-1-yl)prop-2-en-1-one O(C1=CC=CC=C1)C1=CC=C(C=C1)C1=NN(C2=NC=NC=C21)C2CCN(CC2)C(C=C)=O